10-chlorophenanthro[3,4-d]oxazole ClC1=CC=2C3=C(C=CC2C=C1)C=CC=1N=COC13